FluoroCarbamate FNC([O-])=O